1-bromo-4-(bromomethyl)-2-fluoro-5-iodo-benzene BrC1=C(C=C(C(=C1)I)CBr)F